N-[4-methyl-3-(trifluoromethyl)phenyl]-2-(4-nitrophenyl)-6,7-dihydro-5H-pyrrolo[3,4-b]pyridine-3-carboxamide CC1=C(C=C(C=C1)NC(=O)C=1C=C2C(=NC1C1=CC=C(C=C1)[N+](=O)[O-])CNC2)C(F)(F)F